COC(CCC(C[SiH3])COC(C=CCCC(OC)OC)=O)OC beta-dimethoxypropyl-3-dimethoxypropyl-acryloxypropyl-silane